8-[1-(2,2-difluoroethyl)-1H-pyrazolo[3,4-b]pyrazin-6-yl]-2-[5-(trifluoromethyl)pyridin-3-yl]-2,8-diazaspiro[4.5]decane FC(CN1N=CC=2C1=NC(=CN2)N2CCC1(CCN(C1)C=1C=NC=C(C1)C(F)(F)F)CC2)F